BrC=1C=CC(=NC1)C1=CC=C(C=C1)O 4-(5-bromo-2-pyridinyl)phenol